C(CCCCCCC\C=C/CCCC)(=O)OCC(CO)(COC(CCCCCCC\C=C/CCCC)=O)COC(CCCCCCC\C=C/CCCC)=O 3-hydroxy-2,2-bis(((9Z)-tetradec-9-enoyloxy)methyl)propyl (9Z)-tetradec-9-enoate